C1(CCC1)/C(=C/C(=O)OCC)/OS(=O)(=O)C(F)(F)F ethyl (2Z)-3-cyclobutyl-3-{[(trifluoromethyl)sulfonyl]oxy}acrylate